OC=1C=C2CC[C@@H]([C@@H](C2=CC1)C1=CC=C(C=C1)N1CCC(CC1)CN1CCN(CC1)C=1C=C2CN(C(C2=CC1)=O)C1C(NC(CC1)=O)=O)C1=CC=CC=C1 3-(5-(4-((1-(4-((1R,2S)-6-hydroxy-2-phenyl-1,2,3,4-tetrahydronaphthalen-1-yl)phenyl)piperidin-4-yl)methyl)piperazin-1-yl)-1-oxoisoindolin-2-yl)piperidine-2,6-dione